CS(=O)(=O)C1=CC(=C(C=C1)NCC#CC=1N(C=2C=CC=C(C2C1)NC1CC(NCC1)C)CC(F)(F)F)OC 2-{3-[(4-methanesulfonyl-2-methoxyphenyl)amino]prop-1-yn-1-yl}-N-(2-methyl-piperidin-4-yl)-1-(2,2,2-trifluoroethyl)-1H-indol-4-amine